OC(CCC=1N=C2N(C=C(C(=C2)C(=O)NC2(CC2)C)NC(C2=NC(=CC=C2)C(F)(F)F)=O)C1)(C)C 2-(3-hydroxy-3-methylbutyl)-N-(1-methylcyclopropyl)-6-(6-(trifluoromethyl)picolinamido)imidazo[1,2-a]pyridine-7-carboxamide